CC=1C=C2CCN(C2=CC1)C(CC=1N=C(SC1)COC1=CC=CC=C1)=O 1-(5-methylindolin-1-yl)-2-(2-(phenoxymethyl)thiazol-4-yl)ethan-1-one